C(C1=CC=C(C(=O)OCC2CCC(CC2)CO)C=C1)(=O)OCC1CCC(CC1)CO 1,4-bis[[4-(hydroxymethyl)cyclohexyl]methyl] terephthalate